N-[(6-Amino-2-pyridyl)sulfonyl]-6-(3-fluoro-5-isobutoxyphenyl)-2-(3,5,5-trimethylcyclopenten-1-yl)pyridin-3-carboxamid NC1=CC=CC(=N1)S(=O)(=O)NC(=O)C=1C(=NC(=CC1)C1=CC(=CC(=C1)OCC(C)C)F)C1=CC(CC1(C)C)C